Br.BrCCCN1CCC(CC1)(F)F 1-(3-bromopropyl)-4,4-difluoropiperidine hydrobromide